5-(2,5-dimethylpyrrol-1-yl)-6-methyl-1-(p-tolylsulfonyl)pyrrolo[3,2-b]pyridine CC=1N(C(=CC1)C)C1=C(C=C2C(=N1)C=CN2S(=O)(=O)C2=CC=C(C=C2)C)C